C(C)OC(=O)C1=C(NC(=C1C)C=O)I 5-formyl-2-iodo-4-methyl-1H-pyrrole-3-carboxylic acid ethyl ester